(E)-1-(3,4-difluorostyryl)isoquinoline FC=1C=C(/C=C/C2=NC=CC3=CC=CC=C23)C=CC1F